7-((1H-pyrazolo[3,4-d]pyrimidin-4-yl)oxy)-3-(2-fluorobenzyl)-5-methyl-3,5-dihydro-4H-pyridazino[4,5-b]indol-4-one N1N=CC=2C1=NC=NC2OC=2C=CC=1C3=C(N(C1C2)C)C(N(N=C3)CC3=C(C=CC=C3)F)=O